1-(1-benzyl-1,2,3,6-tetrahydropyridin-4-ylacetyl)-4-hydroxypiperidine C(C1=CC=CC=C1)N1CCC(=CC1)CC(=O)N1CCC(CC1)O